diphenylmethylene(cyclopentadienyl)(2,7-di-tertbutyl-fluorenyl)hafnium C1(=CC=CC=C1)C(C1=CC=CC=C1)=[Hf](C1=C(C=CC=2C3=CC=C(C=C3CC12)C(C)(C)C)C(C)(C)C)C1C=CC=C1